C12C3C4C=CC(C3CC2C2CCC1C2)C4 pentacyclo[7.4.0.02,7.13,6.110,13]-4-pentadecene